6-Hydroxy-toluene OC1=CC=CC=C1C